3-(2,6-Difluoropyridin-4-yl)-7-ethoxy-6-(4-fluoro-1-methylpiperidin-4-yl)imidazo[1,2-a]pyridine FC1=NC(=CC(=C1)C1=CN=C2N1C=C(C(=C2)OCC)C2(CCN(CC2)C)F)F